N-[1-methyl-3-(4-methylpyridin-3-yl)-2-oxo-1,6-naphthyridin-7-yl]cyclopropanecarboxamide CN1C(C(=CC2=CN=C(C=C12)NC(=O)C1CC1)C=1C=NC=CC1C)=O